C(=O)(O)CN([C@@H](CCC(=O)[O-])C(=O)[O-])CC(=O)O.[Na+].O=C1O[C@H]([C@@H]2OC3=C(CN21)C=C(C=C3)C=3C=NC=CC3)CNC(C)=O.[Na+] N-(((3S,3aS)-1-oxo-7-(pyridin-3-yl)-3,3a-dihydro-1H,9H-benzo[e]oxazolo[4,3-b][1,3]oxazin-3-yl)methyl)acetamide sodium N,N-bis(carboxymethyl)-L-glutamate